tert-Butyl (S)-2-(3-(1-hydroxy-2-phenylethyl)phenyl)acetate O[C@@H](CC1=CC=CC=C1)C=1C=C(C=CC1)CC(=O)OC(C)(C)C